C(C)(C)(C)O[C@H]([C@@H](C(=O)O)NC(=O)OCC1C2=CC=CC=C2C=2C=CC=CC12)C (2S,3S)-3-tert-butoxy-2-(9H-fluoren-9-ylmethoxycarbonylamino)butanoic acid